COC(=O)C1=NC=C(N=C1)Cl 5-Chloropyrazine-2-carboxylic acid methyl ester